C(C)(=O)N1CCC(CC1)NC1=CC(=NC(=N1)OCC(C)C)C(=O)O 6-((1-Acetylpiperidin-4-yl)amino)-2-isobutoxypyrimidine-4-carboxylic acid